C[C@H]1CN2C(C=3N1C(=NC3)C(C)=O)=CC(=N2)C23CCC(CC2)(CC3)COC3OCCCC3 1-((5S)-5-Methyl-9-(4-(((tetrahydro-2H-pyran-2-yl)oxy)methyl)bicyclo[2.2.2]octan-1-yl)-5,6-dihydroimidazo[1,5-a]pyrazolo[5,1-c]pyrazin-3-yl)ethan-1-one